NC=1SC2=C(N1)C(=CC=C2F)C2=C(C=C1C(=NC(=NC1=C2F)OCC2(CN(CCC2)C)C#N)N2CC1CCC(C2)N1)Cl 3-(((7-(2-amino-7-fluorobenzo[d]thiazol-4-yl)-4-(3,8-diazabicyclo[3.2.1]octan-3-yl)-6-chloro-8-fluoroquinazolin-2-yl)oxy)methyl)-1-methylpiperidine-3-carbonitrile